COCCOC=1C=C(C=CC1)C=1OC2=C(CNCC2)N1 2-(3-(2-methoxyethoxy)phenyl)-4,5,6,7-tetrahydrooxazolo[4,5-c]pyridine